isotetracosyl iodide C(CCCCCCCCCCCCCCCCCCCCC(C)C)I